1-[trans-4-cyanotetrahydro-2H-pyran-3-yl]-3-[(8-fluoro-2-hydroxy-3-methyl-1,2-benzoxaborinin-6-yl)amino]pyrazole-4-carboxamide C(#N)[C@H]1[C@@H](COCC1)N1N=C(C(=C1)C(=O)N)NC=1C=C(C2=C(C=C(B(O2)O)C)C1)F